N1C(=C(C2=CC=CC=C12)SCC(=O)NC1=C(C=CC=C1)OCC)SCC(=O)NC1=C(C=CC=C1)OCC 2,2'-((1H-indole-2,3-diyl)bis(sulfanediyl))bis(N-(2-ethoxyphenyl)acetamide)